3-[1-(3-carboxy-2-chlorobenzoyl)-5-[(5-chlorothiophen-2-yl)methoxy]-4-cyano-1H-pyrazol-3-yl]-1-[(3-hydroxypyrrolidin-1-yl)sulfonyl]pyrrolidine-2-carboxylic acid C(=O)(O)C=1C(=C(C(=O)N2N=C(C(=C2OCC=2SC(=CC2)Cl)C#N)C2C(N(CC2)S(=O)(=O)N2CC(CC2)O)C(=O)O)C=CC1)Cl